N1=CC=CC=2CCN3C(C12)=CC(C=C3)=O 6H-pyrido[1,2-h]1,7-naphthyridin-10-one